NC1=NC=CC=C1C1=NC(=CC(=N1)C(=O)OC)C1=C2C=NN(C2=CC=C1C)C1OCCCC1 methyl 2-(2-amino-3-pyridyl)-6-(5-methyl-1-tetrahydropyran-2-yl-indazol-4-yl)pyrimidine-4-carboxylate